NCC(=O)NCCN(C([O-])=O)[C@H]1CCC=2C=3C1=C1C(=NC3C=C(C2C)F)C2=CC3=C(C(N2C1)=O)COC([C@]3(O)CC)=O 2-(Glycylamino)ethyl[(1S,9S)-9-ethyl-5-fluoro-9-hydroxy-4-methyl-10,13-dioxo-2,3,9,10,13,15-hexahydro-1H,12H-benzo[de]pyrano[3',4':6,7]indolizino[1,2-b]quinolin-1-yl]carbamate